1-(3-(4-(4-(isopropylamino)-6-(1H-pyrazol-4-yl)quinolin-3-yl)-1H-1,2,3-triazol-1-yl)azetidin-1-yl)ethan-1-one C(C)(C)NC1=C(C=NC2=CC=C(C=C12)C=1C=NNC1)C=1N=NN(C1)C1CN(C1)C(C)=O